C(CC)C=1C=C2C=CN=CC2=CC1 6-n-propyl-isoquinoline